methyl 6-(5-fluoro-2-(((3S,4R)-3-hydroxytetrahydro-2H-pyran-4-yl)amino)pyrimidin-4-yl)-4-isopropylquinazoline-2-carboxylate FC=1C(=NC(=NC1)N[C@H]1[C@@H](COCC1)O)C=1C=C2C(=NC(=NC2=CC1)C(=O)OC)C(C)C